(S)-3-((R)-2-((benzyloxy)carbonyl)pyrrolidine-1-carbonyl)piperidine-1-carboxylic acid tert-butyl ester C(C)(C)(C)OC(=O)N1C[C@H](CCC1)C(=O)N1[C@H](CCC1)C(=O)OCC1=CC=CC=C1